C[C@@]1(CN2C(O1)=NC(=C2)[N+](=O)[O-])COC2=CC=C(C=C2)N2CCC(CC2)OC2=CC=C(C=C2)OC(F)(F)F 1-(4-{[(2R)-2-methyl-6-nitro-2H,3H-imidazo[2,1-b][1,3]oxazol-2-yl]methoxy}phenyl)-4-[4-(trifluoromethoxy)phenoxy]piperidine